C1(CC1)C=1C=C(OC=2C(=C(N=NC2)OC(C)C)C(=O)NC[C@H](F)C2=C(C=C(C=C2)Cl)Cl)C=CC1 5-(3-cyclopropylphenoxy)-N-[(2R)-2-(2,4-dichlorophenyl)-2-fluoro-ethyl]-3-isopropoxy-pyridazine-4-carboxamide